2-((2S,3S)-3-(2-chlorobenzyl)-1,4-dioxaspiro[4.4]nonan-2-yl)ethyl pivalate C(C(C)(C)C)(=O)OCC[C@@H]1OC2(O[C@H]1CC1=C(C=CC=C1)Cl)CCCC2